CC(C(=O)O)(C(NCCCC=1N=CN(C1)C(C1=CC=CC=C1)(C1=CC=CC=C1)C1=CC=CC=C1)=O)C 2,2-dimethyl-3-oxo-3-((3-(1-trityl-1H-imidazol-4-yl)propyl)amino)propanoic acid